5-((3-propoxycarbonyl)propanoyl)amino-3-(1-isobutylpiperidin-4-yl)-1H-indole CCCOC(=O)CCC(=O)NC=1C=C2C(=CNC2=CC1)C1CCN(CC1)CC(C)C